C(C)(C)(CC)C=1C(=C(C=C(C1)C(C)(C)CC)C(C)C1=CC=CC=C1OC(C=C)=O)O.CC=1C(=CC=C2C(=CC(OC12)=O)N)OCC=C(C)C 8-methyl-4-amino-7-(3-methylbut-2-enoxy)coumarin 6-(1-(3,5-di-t-amyl-2-hydroxyphenyl)ethyl)phenylacrylate